CC1=CC=C(C=C1)S(=O)(=O)OCC(C(C)O[Si](C)(C)C(C)(C)C)=C 3-((tert-butyldimethylsilyl) oxy)-2-methylenebutyl 4-methylbenzenesulfonate